4-CYCLOPROPYL-3-PHENYLISOTHIAZOLE-5-CARBOXAMIDE C1(CC1)C=1C(=NSC1C(=O)N)C1=CC=CC=C1